ClC1=C(C=2N=C(N=C(C2C=N1)C1=C[C@@H]2CC[C@H](C1)N2C(=O)OC(C)(C)C)SC)F tert-butyl (1S,5R)-3-(7-chloro-8-fluoro-2-(methylthio) pyrido[4,3-d]pyrimidin-4-yl)-8-azabicyclo[3.2.1]oct-2-ene-8-carboxylate